dicyclohexyl-(3-isopropylphenyl)phosphine C1(CCCCC1)P(C1=CC(=CC=C1)C(C)C)C1CCCCC1